(6Ar,10R,10aR)-6,6-dimethyl-9-methylidene-3-pentyl-7,8,10,10a-tetrahydro-6aH-benzo[c]chromene-1,10-diol CC1(OC=2C=C(C=C(C2[C@H]2[C@H]1CCC([C@@H]2O)=C)O)CCCCC)C